C(C)(C=C)(CCC=C(C)C)OC=1C(C(=O)[O-])=CC=CC1 Linalylsalicylat